NC([C@H](CCC(=O)OC(C)(C)C)N1C(C2=CC=C(C=C2C1)C(=O)O)=O)=O (S)-2-(1-amino-5-(tert-butoxy)-1,5-dioxopent-2-yl)-1-oxoisoindoline-5-carboxylic acid